tert-butyl ((1R,R)-3-(hydroxymethyl)cyclobutyl)carbamate OCC1CC(C1)NC(OC(C)(C)C)=O